OCC1CN(CCC1)CCCOC=1C(=C(C=CC1)C1=C(C(=CC=C1)OCCCN1C[C@@H](CC1)O)C)C (3R)-1-(3-((3'-(3-(3-(hydroxymethyl)piperidin-1-yl)propoxy)-2,2'-dimethyl-[1,1'-biphenyl]-3-yl)oxy)propyl)pyrrolidin-3-ol